BrC1=C(CN(C(=O)C2(CCN(CC2)C(=O)OC(C)(C)C)C)CC(=O)OC)C=CC=C1 Tert-butyl 4-((2-bromobenzyl) (2-methoxy-2-oxoethyl) carbamoyl)-4-methylpiperidine-1-carboxylate